N-(2-Fluoro-4-(2-(pyridin-3-yl)cyclopropane-1-carboxamido-3,3-d2)benzyl)-4-(4-(3-((5-nitropyridin-2-yl)disulfaneyl)propanoyl)piperazin-1-yl)benzamide FC1=C(CNC(C2=CC=C(C=C2)N2CCN(CC2)C(CCSSC2=NC=C(C=C2)[N+](=O)[O-])=O)=O)C=CC(=C1)NC(=O)C1C(C1([2H])[2H])C=1C=NC=CC1